ClC=1C=C(C2=C(CC(O2)(C)C)C1)COC1=C(C(=C(C=C1)C=CC(=O)N[C@H]1[C@H](C1)F)C)C 3-(4-((5-chloro-2,2-dimethyl-2,3-dihydrobenzofuran-7-yl)methoxy)-2,3-dimethylphenyl)-N-((1R,2S)-2-fluorocyclopropyl)propenamide